n-tridecyl butyrate C(CCC)(=O)OCCCCCCCCCCCCC